N1C=C(CC2=CC=CN=C12)C(=O)N (E)-1,4-dihydro-1,8-naphthyridine-3-carboxamide